COCC1=C(C(=NC=C1)C)CSC=1NC(C2=C(N1)CCC2)=O 2-({[4-(Methoxymethyl)-2-methylpyridin-3-yl]methyl}sulfanyl)-3H,5H,6H,7H-cyclopenta[d]pyrimidin-4-one